ClC=1C(=C(C=CC1)[C@H]1NCCC1)CC |o1:7| (S or R)-2-(3-chloro-2-ethylphenyl)pyrrolidine